(2S)-2,3-Dihydro-7-hydroxy-2-(4-hydroxyphenyl)-4H-1-benzopyran-4-one OC1=CC2=C(C(C[C@H](O2)C2=CC=C(C=C2)O)=O)C=C1